C(C)(C)C=1C=CC(=C(C1)N[C@@H]1CN(CCC1)C(=O)OC(C)(C)C)[N+](=O)[O-] tert-butyl (S)-3-((5-isopropyl-2-nitrophenyl) amino)piperidine-1-carboxylate